C(C)(=O)[C@@]([C@]([C@@](C(C(O)(C(C)=O)C(C)=O)=O)(O)C(C)=O)(O)C(C)=O)(O)CO penta-acetylfructose